C(C1=CC=CC=C1)OC(=O)N[C@H](C(=O)NNC(OC(C)(C)C)=O)CC1CCCCC1 tert-Butyl N-[[(2S)-2-(benzyloxycarbonylamino)-3-cyclohexyl-propanoyl]amino]carbamate